(S)-1-cyano-N-(7-methylbenzo[d]thiazol-2-yl)pyrrolidine-3-carboxamide C(#N)N1C[C@H](CC1)C(=O)NC=1SC2=C(N1)C=CC=C2C